dodecyl-tributylphosphine bromide [Br-].C(CCCCCCCCCCC)C(CCC)P(CCCC)CCCC